benzyl ({5-[(1S,3R)-3-[({bicyclo[1.1.1]pentan-1-yl}carbamoyl)oxy]cyclopentyl]-1H-pyrazol-3-yl}carbamoyl)formate C12(CC(C1)C2)NC(=O)O[C@H]2C[C@H](CC2)C2=CC(=NN2)NC(=O)C(=O)OCC2=CC=CC=C2